C1(CCCCC1)C1=CC=C(C=C1)C=1NC=2N(C(C1)=O)N=C(C2C(=O)N2CC(C2)CF)[C@@H](CO)C (S)-5-(4-cyclohexylphenyl)-3-(3-(fluoromethyl)azetidine-1-carbonyl)-2-(1-hydroxypropan-2-yl)pyrazolo[1,5-a]pyrimidin-7(4H)-one